N-((1-(6,6-dimethyl-7,8-dihydro-6H-pyrimido[5,4-b][1,4]oxazin-4-yl)-4-(trifluoromethyl)piperidin-4-yl)methyl)sulfamide hydrochloride Cl.CC1(CNC2=C(O1)C(=NC=N2)N2CCC(CC2)(C(F)(F)F)CNS(=O)(=O)N)C